5'-isobutyryl-N4-hydroxycytidine C(C(C)C)(=O)C([C@@H]1[C@H]([C@H]([C@@H](O1)N1C(=O)N=C(NO)C=C1)O)O)O